4-(ethoxycarbonyl)-5,5-dimethyl-3-oxocyclohex-1-en-1-yl 3,4-difluorobenzoate FC=1C=C(C(=O)OC2=CC(C(C(C2)(C)C)C(=O)OCC)=O)C=CC1F